C(C)(C)(C)N(C(O)=O)C1C(N(CC1)C1=C(C(=C(C=C1)Br)F)F)=O.C(CCCCCCC)(=O)NCCCC[C@H](N)C(=O)O Nε-octanoyl-lysine tert-Butyl-(1-(4-bromo-2,3-difluorophenyl)-2-oxopyrrolidin-3-yl)carbamate